(2R,3S,4S)-4-hydroxy-2-[(4-methoxyphenyl)methyl]pyrrolidin-3-yl N-[(6-aminopyridazin-3-yl)methyl]carbamate NC1=CC=C(N=N1)CNC(O[C@H]1[C@H](NC[C@@H]1O)CC1=CC=C(C=C1)OC)=O